3,6,9,12-tetrakis(2-ethoxy-2-oxoethyl)-3,6,9,12-tetraazatetradecanedioic acid diethyl ester C(C)OC(CN(CCN(CCN(CCN(CC(=O)OCC)CC(OCC)=O)CC(OCC)=O)CC(OCC)=O)CC(=O)OCC)=O